3-ethylsulfanyl-5,6-diphenyl-1,2,4-triazine C(C)SC=1N=NC(=C(N1)C1=CC=CC=C1)C1=CC=CC=C1